tert-butyl 4-methyl-4,7-diazaspiro[2.5]octane-7-carboxylate CN1C2(CC2)CN(CC1)C(=O)OC(C)(C)C